BrC=1C=C(N(C1)N(C=O)OC(C)(C)C)C#N N-(4-bromo-2-cyanopyrrol-1-yl)(tert-butoxy)formamide